(3,5-di-tert-butylphenyl)(methyl)iodonium trifluoromethanesulfonate FC(S(=O)(=O)[O-])(F)F.C(C)(C)(C)C=1C=C(C=C(C1)C(C)(C)C)[I+]C